C(#N)C1=C(OC=2C=C3C(N(C=NC3=CC2)CCC2CCN(CC2)C(CN2CCC(CC2)C2=C(C=C(C=C2)C2C(NC(CC2)=O)=O)F)=O)=O)C(=CC=C1NS(N(C)CC)(=O)=O)F 6-[2-cyano-3-[[ethyl(methyl)sulfamoyl]amino]-6-fluorophenoxy]-3-[2-[1-[2-[4-[4-(2,6-dioxopiperidin-3-yl)-2-fluorophenyl]piperidin-1-yl]acetyl]piperidin-4-yl]ethyl]-4-oxoquinazoline